(R)-N-((3S,4S)-8-(5-((4-chloro-2-methyl-2H-indazol-5-yl)thio)-1-methyl-6-carbonyl-1,6-dihydropyrimidin-2-yl)-3-methyl-2-oxa-8-azaspiro[4.5]decan-4-yl)-2-methylpropane-2-sulfinamide ClC=1C2=CN(N=C2C=CC1SC1=CN=C(N(C1=C=O)C)N1CCC2([C@@H]([C@@H](OC2)C)N[S@](=O)C(C)(C)C)CC1)C